NC1=CN=NC2=CC(=CC=C12)C=1C=C(C=CC1OC([2H])([2H])[2H])B(O)O [3-(4-aminocinnolin-7-yl)-4-(2H3)methoxyphenyl]boronic acid